1,2,3-trimethyl-4-p-chlorophenyl-3-pyrazoline CN1N(C(=C(C1)C1=CC=C(C=C1)Cl)C)C